(4-chloroquinolin-6-yl)acetonitrile ClC1=CC=NC2=CC=C(C=C12)CC#N